3-(4-(4-methoxybenzyl)-6-(4-(methylsulfonyl)piperazin-1-yl)-5-oxo-4,5-dihydropyrazin-2-yl)propanal COC1=CC=C(CN2C=C(N=C(C2=O)N2CCN(CC2)S(=O)(=O)C)CCC=O)C=C1